(S)-sec-butyl (4-nitrophenyl) carbonate C(O[C@@H](C)CC)(OC1=CC=C(C=C1)[N+](=O)[O-])=O